benzyl (5-(2-(hydroxymethyl)phenoxy)pentyl)carbamate OCC1=C(OCCCCCNC(OCC2=CC=CC=C2)=O)C=CC=C1